FC1=CC=CC=2[C@H]3NC[C@@H](OC21)C3 (2S,5S)-9-fluoro-2,3,4,5-tetrahydro-2,5-methanobenzo[f][1,4]oxazepine